2H,15'H-SPIRO[NAPHTHALENE-1,22'-[20]OXA[13]THIA[1,14]DIAZATETRACYCLO[14.7.2.0~3,6~.0~19,24~]PENTACOSA[16,18,24]TRIEN]-15'-ONE 13',13'-DIOXIDE N12CC3CCC3CCCCCCS(NC(C3=CC=C(OCC4(C1)CC=CC1=CC=CC=C14)C2=C3)=O)(=O)=O